[Cl-].[OH-].C(=O)(O)CCP (2-carboxylethyl)phosphine hydroxide chloride